3-{[tris-(hydroxymethyl)-methyl]-amino}-propanesulfonic acid OCC(CO)(CO)NCCCS(=O)(=O)O